FC1=C(C=C(C=C1)NC(OC(C)(C)C)=O)NC(C1=CC(=CC=C1)F)=O t-butyl [4-fluoro-3-(3-fluorobenzamido)phenyl]carbamate